FSN=O fluoroketosulfenamid